4-amino-7-(bicyclo[1.1.1]pentan-1-yl)-8-fluoro-2-oxo-1,2-dihydroquinoline-3-carboxylic acid NC1=C(C(NC2=C(C(=CC=C12)C12CC(C1)C2)F)=O)C(=O)O